2-(2-chlorophenyl)-5-(1,2,3,4-tetrahydro-1,4-methanonaphthalen-9-yl)-4,5,6,7-tetrahydro-3H-imidazo[4,5-c]pyridine ClC1=C(C=CC=C1)C1=NC2=C(CN(CC2)C2C3CCC2C2=CC=CC=C32)N1